4-((2-(2-isopropylphenyl)-8-oxo-7,8-dihydro-9H-purin-9-yl)methyl)-N-(1-methyl-1H-imidazol-2-yl)benzamide C(C)(C)C1=C(C=CC=C1)C1=NC=C2NC(N(C2=N1)CC1=CC=C(C(=O)NC=2N(C=CN2)C)C=C1)=O